2-(indan-1-yloxycarbonylamino)-4-[2-methoxyethyl-[4-(5,6,7,8-tetrahydro-1,8-naphthyridin-2-yl)butyl]amino]butanoic acid C1(CCC2=CC=CC=C12)OC(=O)NC(C(=O)O)CCN(CCCCC1=NC=2NCCCC2C=C1)CCOC